FC1=C(C(=O)N2C3(CC3)CN(CC2)C=2C(=CC(=NC2)N)OC)C=CC(=C1)OC1=CC=C(C=C1)F 5-{4-[2-fluoro-4-(4-fluorophenoxy)benzoyl]-4,7-diazaspiro[2.5]oct-7-yl}-4-methoxypyridin-2-amine